OCCCCCCCC(=O)NC1=C(C(=O)NC2=NC=C(C=C2)C)C=CC=C1 2-(8-hydroxyoctanamido)-N-(5-methylpyridin-2-yl)benzamide